ClC=1C(=CC(=C(C(=O)NS(=O)(=O)C2=CC(=CC=C2)CC)C1)F)OCC1CCCC1 5-chloro-4-(cyclopentylmethoxy)-N-((3-ethylphenyl)sulfonyl)-2-fluorobenzamide